FC(C1=NC=NC=C1C1=NC2=C(N1CC)C=C(C=C2)C#N)F 2-(4-(Difluoromethyl)pyrimidin-5-yl)-1-ethyl-1H-benzo[d]imidazol-6-carbonitril